2,6-dimethyl-2-octenoic acid CC(C(=O)O)=CCCC(CC)C